(E)-3,7,11-trimethyldodeca-6,10-dien-1-yl 4-methoxy-benzoate COC1=CC=C(C(=O)OCCC(CC\C=C(\CCC=C(C)C)/C)C)C=C1